N(=[N+]=[N-])C(CCCOC(=O)C12CC3CC(CC(C1)C3)C2)CC(F)(F)F (3r,5r,7r)-4-azido-6,6,6-trifluoro-n-hexyladamantane-1-carboxylate